[Si]([O-])([O-])([O-])O.C(CCCCCCCCCCC)(=O)O.C(CCCCCCCCCCC)(=O)O.C(CCC)[Sn+3] butyltin dilaurate silicate